ytterbium-strontium-barium [Ba].[Sr].[Yb]